OC1CN(CC1)CC1=C2C(=NC(=C1)C=1C=C3CN(C(C3=CC1)=O)C1C(NC(CC1)=O)=O)N(C=C2)C2COC2 3-(5-(4-((3-hydroxypyrrolidin-1-yl)methyl)-1-(oxetan-3-yl)-1H-pyrrolo[2,3-b]pyridin-6-yl)-1-oxoisoindolin-2-yl)piperidine-2,6-dione